tert-butyl (S)-4-((1-(3-(2,6-bis(benzyloxy)pyridin-3-yl)-1-methyl-1H-indazol-6-yl)piperidin-4-yl)methyl)-2-(hydroxymethyl)piperazine-1-carboxylate C(C1=CC=CC=C1)OC1=NC(=CC=C1C1=NN(C2=CC(=CC=C12)N1CCC(CC1)CN1C[C@H](N(CC1)C(=O)OC(C)(C)C)CO)C)OCC1=CC=CC=C1